(5-bromo-4-cyclopropylthiazol-2-yl)acetamide BrC1=C(N=C(S1)CC(=O)N)C1CC1